F[C@@H]1[C@H]2CC[C@@H](C[C@@H]1N(C)C=1N=NC(=CC1)C1=C(C=C(C=C1)C=O)OC)N2C(=O)OC(C)(C)C |r| (±)-(1R,2S,3S,5S)-tert-butyl 2-fluoro-3-((6-(4-formyl-2-methoxyphenyl)pyridazin-3-yl)(methyl)amino)-8-azabicyclo[3.2.1]octane-8-carboxylate